COC(OC)[SiH2]CCCN(CCCNC)C N-[3-(dimethoxymethylsilyl)propyl]-N,N'-dimethyl-1,3-propanediamine